ClC=1C(=C(C=CC1F)N(C(=O)[C@H]1N(C(NC1)=O)C1=CC(=C2C(=N1)OCC2)C(F)(F)F)C)F (S)-N-(3-chloro-2,4-difluorophenyl)-N-methyl-2-oxo-3-(4-(trifluoromethyl)-2,3-dihydrofuro[2,3-b]pyridin-6-yl)imidazolidine-4-carboxamide